2,5-dimethyl-4-pyridineboronic acid CC1=NC=C(C(=C1)B(O)O)C